CC1=C(C2=C(CC[C@@](O2)(C)CCCC(C)CCC(=O)O)C(=C1O)C)C 7'-Carboxy-alpha-chromanol